N-(5-Chloro-2,4-difluorophenyl)-N-methylformamide ClC=1C(=CC(=C(C1)N(C=O)C)F)F